4,6-di-t-butyl-resorcinol C(C)(C)(C)C1=C(C=C(O)C(=C1)C(C)(C)C)O